n-butyl (2E,4Z)-4-(2-formylnaphthalen-1-yl)-5-(4-methoxyphenyl)-2,4-pentadienoate C(=O)C1=C(C2=CC=CC=C2C=C1)/C(/C=C/C(=O)OCCCC)=C\C1=CC=C(C=C1)OC